C(C)(C)(C)C=1C(=C(C(=C2C(=C(N(C12)C1=CC=C(C=C1)Cl)C)C1CCCCN1CC=O)CO[SiH3])C)C 6-(tert-Butyl-dimethyl-silanyloxymethyl-(4-chloro-phenyl)-2-methyl-1H-indol-3-yl)-2-piperidin-1-yl-ethanone